4-((3aR,6aR)-5-(4-(2-(2-Aminopyridin-3-yl)-5-phenyl-3H-imidazo[4,5-b]pyridin-3-yl)benzyl)hexahydropyrrolo[3,4-c]pyrrol-2(1H)-yl)pyrimidine-2-carbonitrile NC1=NC=CC=C1C1=NC=2C(=NC(=CC2)C2=CC=CC=C2)N1C1=CC=C(CN2C[C@H]3[C@H](C2)CN(C3)C3=NC(=NC=C3)C#N)C=C1